C([C@H](O)C(C)(C)CO)(=O)SCCNC(CCNC([C@@H](C(COP(OP(OC[C@@H]1[C@H]([C@H]([C@@H](O1)N1C=NC=2C(N)=NC=NC12)O)OP(=O)(O)O)(=O)O)(=O)O)(C)C)O)=O)=O pantoyl-CoA